6-[6-(1H-benzimidazol-2-yl)-3-methyl-1H-indol-2-yl]-8-methyl-[1,2,4]triazolo[1,5-a]pyridine N1C(=NC2=C1C=CC=C2)C2=CC=C1C(=C(NC1=C2)C=2C=C(C=1N(C2)N=CN1)C)C